3-[3-(22,28-Difluoro-12,12-dioxo-24-oxa-12λ6-thia-3,19,30-triazapentacyclo[23.3.1.12,5.015,23.016,20]triaconta-1(29),2,4,15,17,20,22,25,27-nonaen-6-yl)phenyl]propanoic acid FC=1C=C2NC=CC2=C2CCS(CCCCCC(C3=CN=C(C=4C(=CC=C(OC12)C4)F)N3)C=3C=C(C=CC3)CCC(=O)O)(=O)=O